hexylbenzenesulphonic acid sodium salt [Na+].C(CCCCC)C1=C(C=CC=C1)S(=O)(=O)[O-]